p-Xylene dicyanide [C-]#N.[C-]#N.C1(=CC=C(C=C1)C)C